methyl 4-(tert-butoxycarbonylamino)-6-(4-chloro-3-fluorophenyl)-5-fluoro-3-vinyl-pyridine-2-carboxylate C(C)(C)(C)OC(=O)NC1=C(C(=NC(=C1F)C1=CC(=C(C=C1)Cl)F)C(=O)OC)C=C